FC=1C=C(C=CC1OC1=C2C(=NC=C1)NC(N2C2COCC2)=O)C2=NN(C(=C2C(=O)N)C(F)(F)F)C2=NC=CC=C2F (3-fluoro-4-((2-keto-1-(tetrahydrofuran-3-yl)-2,3-dihydro-1H-imidazo[4,5-b]pyridin-7-yl)oxy)phenyl)-1-(3-fluoropyridin-2-yl)-5-(trifluoromethyl)-1H-pyrazole-4-carboxamide